OCC1=NN(C(=C1)C(=O)OCC)COCC[Si](C)(C)C Ethyl 3-(hydroxymethyl)-1-((2-(trimethylsilyl) ethoxy) methyl)-1H-pyrazole-5-carboxylate